N-ethyl-5-fluoro-N-isopropyl-2-(2-methyl-3-((2S,4RS)-2-methylpiperidine-4-carbonyl)-1H-pyrrolo[2,3-c]pyridin-1-yl)benzamide C(C)N(C(C1=C(C=CC(=C1)F)N1C(=C(C=2C1=CN=CC2)C(=O)[C@H]2C[C@@H](NCC2)C)C)=O)C(C)C |&1:22|